C(C1=CC=CC=C1)(C1=CC=CC=C1)N1C(CN(CC1C)CC=1C=C2C(N(C(C2=CC1)=O)N1C(NC(CC1)=O)=O)=O)C 5-((4-Benzhydryl-3,5-dimethylpiperazin-1-yl)methyl)-2-(2,4-dioxotetrahydropyrimidin-1(2H)-yl)isoindoline-1,3-dione